C(=O)(O)C=1C=C(C=CC1C(=O)O)C(C(F)(F)F)(C(F)(F)F)C1=CC(=C(C=C1)C(=O)O)C(=O)O 2,2-bis(3,4-dicarboxyphenyl)-1,1,1,3,3,3-hexafluoropropane